C(C)C=1C=NN2C1N=C(C=C2NCC=2C=CC(=NC2)OCCOCC2CCN(CC2)C(=O)OC(C)(C)C)N2[C@@H](CCCC2)CCO tert-butyl 4-[2-[[5-[[[3-ethyl-5-[(2S)-2-(2-hydroxyethyl)-1-piperidyl]pyrazolo[1,5-a]pyrimidin-7-yl]amino]methyl]-2-pyridyl]oxy] ethoxymethyl]piperidine-1-carboxylate